CN(CCCC(CCCN(C)C)(CCCN(C)C)C[Si](OC)(OC)OC)C 4-(3-(dimethylamino)propyl)-N1,N1,N7,N7-tetramethyl-4-((trimethoxysilyl)methyl)heptane-1,7-diamine